2-amino-7-(2-hydroxyethyl)-1H-purin-6(7H)-one NC=1NC(C=2N(C=NC2N1)CCO)=O